CC=1CCC(C(C1)C=1C(=C(C(=CC1O)CCCCC)C1=CC=NN1)O)C(=C)C 5'-methyl-4-pentyl-2'-(prop-1-en-2-yl)-3-(1H-pyrazol-5-yl)-1',2',3',4'-tetrahydro-[1,1'-biphenyl]-2,6-diol